BrC1=CNC=C(C1=O)C(=O)OCC ethyl 3-bromo-4-oxo-1,4-dihydropyridine-5-carboxylate